C(C)(C)(C)OC(=O)NCCC1=CC=C(CN(C(CCOCCC(=O)OC)=O)CCCC=C)C=C1 methyl 3-(3-((4-(2-((tert-butoxycarbonyl)amino)ethyl)benzyl)(pent-4-en-1-yl)amino)-3-oxopropoxy)propanoate